1-n-butyl-tin dilaurate C(CCCCCCCCCCC)(=O)[O-].C(CCCCCCCCCCC)(=O)[O-].C(CCC)[Sn+2]